OC1C2CN(C2C1)C(=O)[O-] 5-hydroxy-2-azabicyclo[2.2.0]hexane-2-carboxylate